[(3S,3aR,6R,6aR)-6-butanoyloxy-2,3,3a,5,6,6a-hexahydrofuro[3,2-b]furan-3-yl] butanoate C(CCC)(=O)O[C@@H]1[C@@H]2[C@H](OC1)[C@@H](CO2)OC(CCC)=O